ClC1=C(C=CC(=C1)C(F)(F)F)OC1=CC(=C(C=C1)OC)[N+](=O)[O-] 2-chloro-1-(4-methoxy-3-nitrophenoxy)-4-(trifluoromethyl)benzene